4-(2-(5-cyclopropyl-4,7-difluoro-3,3-dimethyl-2-oxoindolin-1-yl)acetamido)butanoic acid C1(CC1)C=1C(=C2C(C(N(C2=C(C1)F)CC(=O)NCCCC(=O)O)=O)(C)C)F